[Na].[Sb](O)(O)(O)=O antimonic acid sodium